FC1(CC(C1)NC(OC(C)(C)C)=O)F tert-butyl 3,3-difluoro-cyclobutylcarbamate